1-(5-((5-chloro-4-(3-(piperidin-4-yl)phenyl)pyrimidin-2-yl)amino)pyridin-3-yl)pyrrolidin-2-one ClC=1C(=NC(=NC1)NC=1C=C(C=NC1)N1C(CCC1)=O)C1=CC(=CC=C1)C1CCNCC1